(2S,4R)-N-[1-cyclopropyl-2-(1,1-dioxo-1,2-thiazolidin-2-yl)ethyl]-1-[(2S)-2-(4-cyclopropyltriazol-1-yl)-3,3-dimethyl-butanoyl]-4-hydroxy-pyrrolidine-2-carboxamide C1(CC1)C(CN1S(CCC1)(=O)=O)NC(=O)[C@H]1N(C[C@@H](C1)O)C([C@H](C(C)(C)C)N1N=NC(=C1)C1CC1)=O